NC1=C(C=C(C=C1)C1=NN(C=N1)COCC[Si](C)(C)C)NC1CC(CC(C1)NC(OC(C)(C)C)=O)(F)F tert-butyl (5-((2-amino-5-(1-((2-(trimethylsilyl)ethoxy)methyl)-1H-1,2,4-triazol-3-yl)phenyl)amino)-3,3-difluorocyclohexyl)carbamate